C(C)OC(=O)C=1C(=NN2C3CCC(OC12)C3)C=3C=NC(=CC3)NC(C)C 4-[6-(propan-2-ylamino)pyridin-3-yl]-7-oxa-2,3-diazatricyclo[6.2.1.02,6]undec-3,5-diene-5-carboxylic acid ethyl ester